4-bromo-1-(2,2-difluoroethyl)-3-nitro-pyrazole BrC=1C(=NN(C1)CC(F)F)[N+](=O)[O-]